ClC1=C(C=CC=C1I)[Si](C)(C)C (2-chloro-3-iodo-phenyl)-trimethyl-silane